C12(CCCC(CC1)C2)OC(C=C)=O acrylic bicyclo[3.2.1]Octyl ester